BrCCCCCOC=1C(=CC2=C(NC[C@H]3N(C2=O)C[C@@H](C3[2H])O[Si](C)(C)C(C)(C)C)C1)OC (2R,11aS)-8-((5-Bromopentyl)oxy)-2-((tert-butyldimethylsilyl)oxy)-7-methoxy-1,2,3,10,11,11a-hexahydro-5H-benzo[e]pyrrolo[1,2-a][1,4]diazepin-5-one-1-d